C(C)(C)(C)OC(=O)N1CC(N(CC1)CC=1N(C2=C(N1)C=CC(=C2)C(=O)OC)C[C@H]2OCC2)=O methyl (S)-2-((4-(tert-butoxycarbonyl)-2-oxopiperazin-1-yl) methyl)-3-(oxetan-2-ylmethyl)-3H-benzo[d]imidazole-5-carboxylate